anti-anti-acetyl-CoA C(C)(=O)SCCNC(CCNC([C@@H](C(COP(OP(OC[C@@H]1[C@H]([C@H]([C@@H](O1)N1C=NC=2C(N)=NC=NC12)O)OP(=O)(O)O)(=O)O)(=O)O)(C)C)O)=O)=O